ClC1=CC=C2C(=CNC2=C1C#N)S(=O)(=O)NC1=NC(=C(C(=N1)OC)OCC(F)F)OC 6-chloro-7-cyano-N-[5-(2,2-difluoroethoxy)-4,6-dimethoxy-pyrimidin-2-yl]-1H-indole-3-sulfonamide